N-[2-(4-acetylphenyl)thieno[3,2-c]pyridin-4-yl]-2-fluoro-N-[(3R)-3-piperidyl]-4-(triazolo[4,5-b]pyridin-3-yl)benzamide C(C)(=O)C1=CC=C(C=C1)C1=CC=2C(=NC=CC2S1)N(C(C1=C(C=C(C=C1)N1N=NC=2C1=NC=CC2)F)=O)[C@H]2CNCCC2